(2S)-cyclopropylmethyl 4-methyl-2-(((4-nitrophenoxy)(phenoxy)phosphoryl)amino)pentanoate CC(C[C@@H](C(=O)OCC1CC1)NP(=O)(OC1=CC=CC=C1)OC1=CC=C(C=C1)[N+](=O)[O-])C